N-(3-((1R,4R)-5-methyl-2,5-diazabicyclo[2.2.1]heptan-2-yl)-5-(methylsulfonyl)phenyl)-4-((S)-3-phenylisoxazolidin-2-yl)-7H-pyrrolo[2,3-d]pyrimidin-2-amine CN1[C@H]2CN([C@@H](C1)C2)C=2C=C(C=C(C2)S(=O)(=O)C)NC=2N=C(C1=C(N2)NC=C1)N1OCC[C@H]1C1=CC=CC=C1